NC=1C=C(C=C(C1)F)C(=O)N1[C@@H](CCC1)C (3-amino-5-fluoro-phenyl)-[(2R)-2-methylpyrrolidin-1-yl]methanone